N1C=NC2=C1C=C(C=C2)C2=NC(=NC=C2)NC=2C=C(C=CC2)S(=O)(=O)N 3-((4-(1H-benzo[d]imidazol-6-yl)pyrimidin-2-yl)amino)benzenesulfonamide